O1BOC(CNCC1=O)=O 1,3,6,2-dioxazaborocan-4,8-dione